5-(3-(4-(1H-indol-3-yl)-3,6-dihydropyridin-1(2H)-yl)propionyl)-N,N-dimethylindoline-1-carboxamide N1C=C(C2=CC=CC=C12)C=1CCN(CC1)CCC(=O)C=1C=C2CCN(C2=CC1)C(=O)N(C)C